COC(C(=C)C)=O methylprop-2-enoic acid methyl ester